N-[3-[6-amino-5-(4-hydroxy-phenyl)-3-pyridyl]phenyl]acetamide NC1=C(C=C(C=N1)C=1C=C(C=CC1)NC(C)=O)C1=CC=C(C=C1)O